1-{[2-(trifluoromethyl)-1,3-thiazol-4-yl]carbonyl}piperidin FC(C=1SC=C(N1)C(=O)N1CCCCC1)(F)F